S1C=NC2=C1C=C1N=CSC1=C2 benzo[1,2-d:4,5-d']bisthiazole